CC1=CC2=C(N(C=N2)C(=O)OC(C)(C)C)C=C1 tert-butyl 5-methyl-1H-1,3-benzodiazole-1-carboxylate